N-Trityl-L-homoserine C(C1=CC=CC=C1)(C1=CC=CC=C1)(C1=CC=CC=C1)N[C@@H](CCO)C(=O)O